FC(C1=CC=C(C=C1)[B-](C1=CC=C(C=C1)C(F)(F)F)(C1=CC=C(C=C1)C(F)(F)F)C1=CC=C(C=C1)C(F)(F)F)(F)F.C[NH+](C)C trimethylammonium tetrakis(4-trifluoromethylphenyl)borate